OC1=C(C(=CC(=C1)C(F)(F)F)C)C=1C=C(C=2C(N1)=NN(C2)[C@H]2CCC(N(C2)C)=O)C (S)-5-(6-(2-hydroxy-6-methyl-4-(trifluoromethyl)phenyl)-4-methyl-2H-pyrazolo[3,4-b]pyridin-2-yl)-1-methylpiperidin-2-one